(R)-2-hydroxy-2-phenylacetic acid-1-methylpiperidin-4-yl ester CN1CCC(CC1)OC([C@@H](C1=CC=CC=C1)O)=O